N-[3-fluoro-4-({6-methoxy-7-[3-(piperidin-1-yl)propoxy]quinolin-4-yl}oxy)phenyl]-5-(4-fluorophenyl)-6-oxo-2,3,5,6-tetrahydrofuro[3,2-c]pyridine-7-carboxamide FC=1C=C(C=CC1OC1=CC=NC2=CC(=C(C=C12)OC)OCCCN1CCCCC1)NC(=O)C1=C2C(=CN(C1=O)C1=CC=C(C=C1)F)CCO2